OC(C(=O)[O-])CC.C(CCC)[N+](CCCC)(CCCC)CCCC tetra-n-butylammonium 2-hydroxybutyrate